Cl.C(C)(C)OC([C@@H](N)CCO)=O L-homoserine isopropyl ester hydrochloride